BrC1=C(OCC2=NC=CN=C2C)C=CC=C1Cl 2-[(2-bromo-3-chloro-phenoxy)methyl]-3-methyl-pyrazine